FC=1C=C(CN2CC(C(C2)C)C=2NC(C3=C(N2)C(=NN3)C3CCOCC3)=O)C=CC1 5-[1-(3-fluorobenzyl)-4-methylpyrrolidin-3-yl]-3-(tetrahydro-2H-pyran-4-yl)-1H-pyrazolo[4,3-d]pyrimidin-7(6H)-one